tert-butyl (R)-4-((3-(1-((6-(4-cyanotetrahydro-2H-pyran-4-yl)-8-(hex-5-en-1-yl)-7-oxo-7,8-dihydropyrido[2,3-d]pyrimidin-4-yl)amino)ethyl)phenyl)difluoromethyl)piperidine-1-carboxylate C(#N)C1(CCOCC1)C1=CC2=C(N=CN=C2N[C@H](C)C=2C=C(C=CC2)C(C2CCN(CC2)C(=O)OC(C)(C)C)(F)F)N(C1=O)CCCCC=C